BrC=1C=C(C=CC1OC)C1(OCCC1)C 2-(3-bromo-4-methoxyphenyl)-2-methyltetrahydrofuran